tert-butyl (S)-benzyl(6-(2-((tert-butoxycarbonyl)amino)-3-cyclopropylpropyl)-2-chloropyrrolo[2,1-f][1,2,4]triazin-4-yl)carbamate C(C1=CC=CC=C1)N(C(OC(C)(C)C)=O)C1=NC(=NN2C1=CC(=C2)C[C@H](CC2CC2)NC(=O)OC(C)(C)C)Cl